1-hydroxy-4-methoxy-2,2,6,6-tetramethylpiperidine ON1C(CC(CC1(C)C)OC)(C)C